C1(=CC=C(C=C1)C1=CC2=C(C=N1)OC(=N2)C(=O)O)C2=CC=CC=C2 6-([1,1'-biphenyl]-4-yl)oxazolo[5,4-c]pyridine-2-carboxylic acid